C(#N)C1=C(C=C(C=C1)NC([C@](COC1=CC=C(C=C1)C#N)(C)O)=O)C(F)(F)F |o1:10| (R) or (S)-N-(4-cyano-3-(trifluoromethyl)phenyl)-3-(4-cyanophenoxy)-2-hydroxy-2-methylpropanamide